ethyl 5,7-dichloro-8-fluoro-1-(4-methoxybenzyl)-2,4-dioxo-1,2,3,4-tetrahydro-1,6-naphthyridine-3-carboxylate ClC1=C2C(C(C(N(C2=C(C(=N1)Cl)F)CC1=CC=C(C=C1)OC)=O)C(=O)OCC)=O